ethyl (s)-2-acetoxypropanoate C(C)(=O)O[C@H](C(=O)OCC)C